C1(CCCCC1)(C1=CC=C(N(C2=CC=C(C=C2)C)C2=CC=C(C=C2)C)C=C1)C1=CC=C(N(C2=CC=C(C=C2)C)C2=CC=C(C=C2)C)C=C1 4,4'-cyclohexylidenebis[N,N-bis(p-tolyl)aniline]